C1(CCC1)C1=CC(=C(C(=O)N2CCC(CC2)C2=C(C#N)C=CC=C2)C=C1C1=NN=C(N1)OCC)CC (1-(4-cyclobutyl-5-(5-ethoxy-4H-1,2,4-triazol-3-yl)-2-ethylbenzoyl)piperidin-4-yl)benzonitrile